C[C@@](CNC1=CC(=CC=C1)C1=C2C=NN(C2=CC=C1)C)(CC)O (S)-2-methyl-1-((3-(1-methyl-1H-indazol-4-yl)phenyl)amino)-2-butanol